1-(6-allyloxy-7-oxo-1,6-diazabicyclo[3.2.1]oct-3-en-3-yl)triazole-4-carboxamide C(C=C)ON1C2C=C(CN(C1=O)C2)N2N=NC(=C2)C(=O)N